CC1=CC=C(C=C1)S(=O)(=O)NC1=NC2=CC=CC=C2N=C1NC1=CC(=CC=C1)S(=O)(=O)N1CCCCC1 4-methyl-N-[3-(3-piperidin-1-ylsulfonylanilino)quinoxalin-2-yl]benzenesulfonamide